CC1=C(C=CC=C1C)C1=CN(C(N(C1=O)CCNC(C)=O)=O)CC(N1CCC(CC1)N1C(NC2=C(CC1)C=CC=C2)=O)=O N-[2-(5-(2,3-dimethyl-phenyl)-2,6-dioxo-3-{2-oxo-2-[4-(2-oxo-1,2,4,5-tetrahydro-benzo[d][1,3]diazepin-3-yl)-piperidin-1-yl]-ethyl}-3,6-dihydro-2H-pyrimidin-1-yl)-ethyl]-acetamide